2-Methoxy-Benzonitrile Thianthrenium Salt C1=CC=CC=2[SH+]C3=CC=CC=C3SC12.COC1=C(C#N)C=CC=C1